COC(CNC(=O)C1=NC=C(C=C1OCC1=CC=CC=C1)C1=CCN(CC1)C(=O)OC(C)(C)C)=O (5-(1-Boc-1,2,5,6-tetrahydropyridin-4-yl)-3-benzyloxy-pyridine-2-carbonyl)glycine methyl ester